OC(C)C=1C(=CC=C2C(NC(=NC12)N1CCOCC1)=O)OC 8-(1-hydroxyethyl)-7-methoxy-2-(morpholin-4-yl)-3,4-dihydroquinazolin-4-one